4-methyl-3-((triisopropylsilyl)oxy)naphthalen-1-ol CC1=C(C=C(C2=CC=CC=C12)O)O[Si](C(C)C)(C(C)C)C(C)C